(R)-7-((6-(1-methyl-1,6-diaza-spiro[3.4]octan-6-yl)pyridin-2-yl)amino)-4-(1-methyl-1H-pyrrolo[2,3-b]pyridin-4-yl)-2,3-dihydro-1H-pyrrolo[3,4-c]pyridin-1-one CN1CC[C@@]12CN(CC2)C2=CC=CC(=N2)NC=2C1=C(C(=NC2)C2=C3C(=NC=C2)N(C=C3)C)CNC1=O